(R)-1-(2-chlorobenzoyl)-N-((S)-1-cyano-2-((S)-2-oxopyrrolidin-3-yl)ethyl)-3,3-dimethyl-1,3-azasilolidine-5-carboxamide ClC1=C(C(=O)N2C[Si](C[C@H]2C(=O)N[C@@H](C[C@H]2C(NCC2)=O)C#N)(C)C)C=CC=C1